C(C)N(CCC1=CNC2=NC=CC(=C21)OC)C N-ethyl-2-(4-methoxy-1H-pyrrolo[2,3-b]pyridin-3-yl)-N-methylethan-1-amine